3-fluoro-4-[1-fluoro-4-(2-hydroxyethyl)cyclohexyl]phenylpiperidine-2,6-dione FC=1C=C(C=CC1C1(CCC(CC1)CCO)F)N1C(CCCC1=O)=O